2-Amino-1-(3-hydroxy-2,6-dimethylphenyl)-5,6-dimethyl-N-(2-(S-methylsulfonyl)ethyl)-1H-pyrrolo[2,3-b]pyridine-3-carboxamide NC1=C(C=2C(=NC(=C(C2)C)C)N1C1=C(C(=CC=C1C)O)C)C(=O)NCCS(=O)(=O)C